CC1([N-]C(CCC1)(C)C)C 2,2,6,6-tetramethylpiperidin-1-id